ClC=1C=C(C(=NC1)COC1=CC=CC(=N1)C1=CC(=C(C=C1F)CC(=O)O)F)F 2-[4-[6-[(5-chloro-3-fluoro-2-pyridinyl)methoxy]-2-pyridinyl]-2,5-difluoro-phenyl]acetic acid